NC1=CC=C(C=C1)NC=C1C(C(C(C(C1=O)=CNC1=CC=C(C=C1)N)=O)=CNC1=CC=C(C=C1)N)=O 2,4,6-tris{[(4-aminophenyl)amino]methylene}benzene-1,3,5-trione